CC1=NOC(=C1)CC(=O)NC1=NNC(=C1)[C@H]1C[C@H](CC1)OC=1C=NC=CC1C(=C)C 2-(3-methylisoxazol-5-yl)-N-(5-((1R,3S)-3-((4-(prop-1-en-2-yl)pyridin-3-yl)oxy)cyclopentyl)-1H-pyrazol-3-yl)acetamide